N(N)C1=C(C=C(C=N1)C(=O)NC)[N+](=O)[O-] 6-hydrazinyl-N-methyl-5-nitropyridine-3-carboxamide